2'-chloro-2-methyl-1-((1-methyl-1H-pyrazol-4-yl)methyl)-4',5'-dihydrospiro[piperidine-4,7'-thieno[2,3-c]pyran] ClC1=CC2=C(C3(OCC2)CC(N(CC3)CC=3C=NN(C3)C)C)S1